(trans-3-(hydrazinecarbonyl)cyclobutyl)-isoxazole-5-carboxamide N(N)C(=O)[C@@H]1C[C@H](C1)C1=NOC(=C1)C(=O)N